(R)-2-amino-5-fluoro-4-(8-(3-(methoxymethyl)-4-methylpiperazin-1-yl)-7,10-dimethyl-5-oxo-1,3,4,5-tetrahydro-2H-chromeno[3,4-c]pyridine-3-carbonyl)-N-(pyrrolidin-1-ylsulfonyl)benzamide NC1=C(C(=O)NS(=O)(=O)N2CCCC2)C=C(C(=C1)C(=O)N1CC2=C(CC1)C=1C(=CC(=C(C1OC2=O)C)N2C[C@@H](N(CC2)C)COC)C)F